C(C)N(C(C1=C(C=CC(=C1)F)OC=1C(=NC=NC1)N1C[C@@](CC1)(C)CNCC1CCC(CC1)NS(=O)(=O)CC)=O)C(C)C N-Ethyl-2-((4-((R)-3-(((((1r,4R)-4-(ethanesulfonamido)cyclohexyl)methyl)amino)methyl)-3-methylpyrrolidin-1-yl)pyrimidin-5-yl)oxy)-5-fluoro-N-isopropylbenzamide